ClC=1C(=NC=NC1)C1CN(C1)[C@@H]1[C@@H](CCCC1)OC=1C=C2CN(C(C2=CC1)=O)C1C(NC(CC1)=O)=O 3-(5-(((1R,2S)-2-(3-(5-chloro-pyrimidin-4-yl)azetidin-1-yl)cyclohexyl)oxy)-1-oxoisoindolin-2-yl)piperidine-2,6-dione